ClC=1C=C(C=CC1Cl)CC(=O)N1C[C@@H](CC[C@@H]1C)C(=O)OC methyl (3R,6S)-1-(2-(3,4-dichlorophenyl) acetyl)-6-methylpiperidine-3-carboxylate